CN(C/C=C/C(=O)N1CCC2=CC=C(C=C12)C1=NNC2=CC=CC=C12)C (2E)-4-(dimethylamino)-1-[6-(1H-indazol-3-yl)-2,3-dihydroindol-1-yl]but-2-en-1-one